(E)-1-isopropyl-4-oxo-1,4-dihydropyridine-2,5-dicarboxamide C(C)(C)N1C(=CC(C(=C1)C(=O)N)=O)C(=O)N